8-(2-((tert-butyldimethylsilyl)oxy)ethoxy)-2-chloro-4-methyl-1,5-naphthyridine tert-butyl-3-amino-1,5-dimethyl-8-azabicyclo[3.2.1]octane-8-carboxylate C(C)(C)(C)OC(=O)N1C2(CC(CC1(CC2)C)N)C.[Si](C)(C)(C(C)(C)C)OCCOC=2C=CN=C1C(=CC(=NC21)Cl)C